BrC=1C=C(NC(C1)=O)C(=O)OC methyl 4-bromo-6-oxo-1,6-dihydropyridine-2-carboxylate